3-isocyanatopropyl-trimethyl-(ethoxy)silane N(=C=O)CCCC[Si](OCC)(C)C